N7-((tetrahydro-2H-pyran-2-yl)oxy)heptanediamide O1C(CCCC1)ONC(CCCCCC(=O)N)=O